BrC1=C2C3(C(N(C2=CC=C1)C)=O)CCC(CC3)=O bromo-1'-methyl-spiro[cyclohexane-1,3'-indole]-2',4-dione